ClCC=1N=C(C2=CC=CC=C2C1)OC chloromethyl-1-methoxyisoquinoline